trans-hydroxy-L-prolinamide ON1[C@@H](CCC1)C(=O)N